C1(CC1)OCC=1N=CC(=NC1)N 5-(cyclopropoxymethyl)pyrazin-2-amine